CN(C1=CC(=NC(=C1)NC=1SC(=CN1)C)C=1C=C(C=CC1)NC(C=C)=O)C N-(3-(4-(dimethylamino)-6-((5-methylthiazol-2-yl)amino)pyridin-2-yl)phenyl)acrylamide